C1(=CC=C(C=C1)C1=NC(=NC(=N1)C1=CC(=CC=C1)F)C1=CC=CC=C1)C1=CC=CC=C1 2-(biphenyl-4-yl)-4-(3-fluorophenyl)-6-phenyl-1,3,5-triazine